C1OCC12CC(C2)CN2CC1(C2)CN(C1)S(=O)(=O)C=1C(=NC(=NC1C)C(C)(F)F)C 2-((2-oxaspiro[3.3]heptan-6-yl)methyl)-6-((2-(1,1-difluoroethyl)-4,6-dimethylpyrimidin-5-yl)sulfonyl)-2,6-diazaspiro[3.3]heptane